4-[1-(2,6-dichlorophenyl)-1H-pyrazol-4-yl]-1H-pyrrolo[2,3-b]pyridine ClC1=C(C(=CC=C1)Cl)N1N=CC(=C1)C1=C2C(=NC=C1)NC=C2